rac-(R)-6-(tetrahydro-2H-pyran-2-yl)quinoline-4-carboxylic acid methyl ester COC(=O)C1=CC=NC2=CC=C(C=C12)[C@@H]1OCCCC1 |r|